6-[[1-[1-[spiro[3.4]octan-7-yl]-4-piperidyl]pyrazol-4-yl]methyl]-1H-benzo[cd]indol-2-one C1CCC12CCC(C2)N2CCC(CC2)N2N=CC(=C2)CC=2C=1C3=C(C(NC3=CC2)=O)C=CC1